BrC=1C=2N(C(=CC1)C1(CCC3OC4(C(N31)=O)CCNCC4)C4=CC(=CC(=C4)F)F)N=CC2 (4-bromopyrazolo[1,5-a]pyridin-7-yl)-5'-(3,5-difluorophenyl)tetrahydro-3'H-spiro[piperidine-4,2'-pyrrolo[2,1-b]oxazol]-3'-one